(4-(2-fluoro-4-(1H-pyrazol-4-yl)phenyl)piperazin-1-yl)(1-hydroxycyclohexyl)methan FC1=C(C=CC(=C1)C=1C=NNC1)N1CCN(CC1)CC1(CCCCC1)O